1,2-cyclohexane-dicarboxylic acid, calcium salt [Ca+2].C1(C(CCCC1)C(=O)[O-])C(=O)[O-]